BrC=1C=CC(=C(C1)S(=O)(=O)NC=1C(=C(C(=O)OC(C)(C)C)C=C(C1)CC)O)O tert-Butyl 3-((5-bromo-2-hydroxyphenyl)sulfonamido)-5-ethyl-2-hydroxybenzoate